(S)-N-(3-methyl-4-((1-methyl-1H-benzo[d]imidazol-5-yl)oxy)phenyl)-6,6a,7,8,9,10-hexahydropyrazino[1',2':4,5][1,4]oxazino[2,3-f]quinazolin-4-amine CC=1C=C(C=CC1OC1=CC2=C(N(C=N2)C)C=C1)NC1=NC=NC2=CC=C3C(=C12)OC[C@H]1N3CCNC1